CC1C(CCC(C1)OS(N)(=O)=O)C1=CC(=CC=C1)CN1[C@H](CCC1)C(=O)N[C@@H](C)C1=CC=C(C(=O)O)C=C1 4-((S)-1-((R)-1-((2'-methyl-4'-(sulfamoyloxy)-1',2',3',4',5',6'-hexahydro-[1,1'-biphenyl]-3-yl)methyl)pyrrolidin-2-amidyl)ethyl)benzoic acid